4-((6-methoxy-1-oxo-2-(o-tolyl)benzo[b]thiophen-3-yl)oxy)benzaldehyde COC=1C=CC2=C(S(C(=C2OC2=CC=C(C=O)C=C2)C2=C(C=CC=C2)C)=O)C1